FC(C1=CC(=NC=N1)NC(C(=O)O)CCCCCCCC1=NC=2NCCCC2C=C1)F 2-((6-(difluoromethyl)pyrimidin-4-yl)amino)-9-(5,6,7,8-tetrahydro-1,8-naphthyridin-2-yl)nonanoic acid